CC(C(C)O)(C)C trimethyl-2-propanol